2-{7-[(1S,2R,3R,5R)-2-fluoro-1,5-dimethyl-8-azabicyclo[3.2.1]octan-3-yl]-7H-pyrrolo[2,3-c]pyridazin-3-yl}-5-(1H-1,2,3-triazol-1-yl)phenol F[C@H]1[C@@]2(CC[C@](C[C@H]1N1C=CC3=C1N=NC(=C3)C3=C(C=C(C=C3)N3N=NC=C3)O)(N2)C)C